COC(=O)[C@@H]1CCC=2C(=NN(C2C1)C(C)C)C=1C=NC=C(C1)O (R)-3-(5-hydroxypyridin-3-yl)-1-isopropyl-4,5,6,7-tetrahydro-1H-indazole-6-carboxylic acid methyl ester